1-(6-(5,6-dihydro-1,4-dioxin-2-yl)pyridin-2-yl)-5-(trifluoromethyl)-1H-pyrazole-4-carboxamide O1C(=COCC1)C1=CC=CC(=N1)N1N=CC(=C1C(F)(F)F)C(=O)N